(1S,3aR,6aS)-N-((S)-1-cyano-2-((S)-2-oxopiperidin-3-yl)ethyl)-2-(4,6-difluoro-7-chloro-1H-indole-2-carbonyl)-5,5-difluorooctahydrocyclopenta[c]pyrrole-1-carboxamide C(#N)[C@H](C[C@H]1C(NCCC1)=O)NC(=O)[C@H]1N(C[C@H]2[C@@H]1CC(C2)(F)F)C(=O)C=2NC1=C(C(=CC(=C1C2)F)F)Cl